tert-butyl (3R,4s,5S)-4-hydroxy-3,4,5-trimethylpiperidine-1-carboxylate OC1([C@@H](CN(C[C@@H]1C)C(=O)OC(C)(C)C)C)C